C(C)(C)(C)OC(=O)N(C(OC(C)(C)C)=O)C1=NC=CC2=CC(=CC=C12)CNC(=O)C=1SC(=C(C1)Cl)CN1C[C@@H](CC1)NC=1C=NC=CC1 tert-butyl N-tert-butoxycarbonyl-N-[6-[[[4-chloro-5-[[(3R)-3-(3-pyridylamino)pyrrolidin-1-yl]methyl]thiophene-2-carbonyl]amino]methyl]-1-isoquinolyl]carbamate